C(C#C)C1=C(C[C@H](N)C(=O)O)C=CC(=C1)O o-(2-propynyl)-L-tyrosine